ClC1=C(C=NN=C2NC(CC(N2)=O)C2=CC=C(C=C2)C)C=CC=C1 2-((2-chlorobenzylidene)hydrazineylidene)-6-(p-tolyl)tetrahydropyrimidin-4(1H)-one